4-1H,4H,5H,6H,7H-pyrazolo[4,3-c]pyridin-3-yl-1,3-thiazole dihydrochloride Cl.Cl.N1N=C(C=2CNCCC21)C=2N=CSC2